(R)-N-ethyl-N-((R)-1-(5-methoxy-4-(8-(pent-4-en-1-yl)imidazo[1,2-a]pyrazin-6-yl)pyridin-2-yl)ethyl)-2-methylpropane-2-sulfinamide C(C)N([S@](=O)C(C)(C)C)[C@H](C)C1=NC=C(C(=C1)C=1N=C(C=2N(C1)C=CN2)CCCC=C)OC